(3s,4r)-4-(azetidin-3-yloxy)-3-fluoro-piperidine-1-carboxylic acid tert-butyl ester C(C)(C)(C)OC(=O)N1C[C@@H]([C@@H](CC1)OC1CNC1)F